[C@@H]12N([C@@H]3CC(CC(C1)C3)(C2)C(=O)OC)C(=O)OC(C)(C)C (1R,3S,5s,7s)-2-tert-butyl 5-methyl 2-azaadamantane-2,5-dicarboxylate